C(C)(C)O[Ti]OC(C)C.[Al] Aluminum diisopropoxytitanium